O=C1NC(CC[C@H]1N1CC2=CC=C(C(=C2C1=O)F)CNC(OC1CC(C1)C1=C(C=CC2=C1N=CS2)Cl)=O)=O (1r,3r)-3-(5-chlorobenzo[d]thiazol-4-yl)cyclobutyl ((2-(2,6-dioxopiperidin-3-yl)-4-fluoro-3-oxoisoindolin-5-yl)methyl)carbamate